1,5-dioxodecan-6,10-dione O=CCCCC(C(CCCC=O)=O)=O